O-(7-azabenzotriazol-1-yl)-N,N,N',N'-tetramethyluronium hexafluorophosphorate F[P-](F)(F)(F)(F)F.N1(N=NC2=C1N=CC=C2)OC(=[N+](C)C)N(C)C